thiolin S1C=CCC1